6-(2-fluoro-4-(5-methyl-1,2,4-oxadiazol-3-yl)phenyl)nicotinoyl chloride FC1=C(C=CC(=C1)C1=NOC(=N1)C)C1=NC=C(C(=O)Cl)C=C1